COC(=O)C1=CN(C(C=C1OS(=O)(=O)C(F)(F)F)=O)[C@H]1[C@@H](COCC1)F 1-((3S,4R)-3-fluorotetrahydro-2H-pyran-4-yl)-6-oxo-4-(((trifluoromethyl)sulfonyl)oxy)-1,6-dihydropyridine-3-carboxylic acid methyl ester